F[C@H]1CN(C[C@@H]1NC1=NC(=CC=C1)C1=CN=C2N1C=C(C=C2)C2(CC2)C(F)(F)F)C(=O)OC(C)(C)C (3S,4S)-tert-butyl 3-fluoro-4-((6-(6-(1-(trifluoromethyl)cyclopropyl)imidazo[1,2-a]pyridin-3-yl)pyridin-2-yl)amino)pyrrolidine-1-carboxylate